BrC1=CC=C(C=C1)N1CCC(CC1)O[Si](C)(C)C(C)(C)C [1-(4-bromophenyl)-4-piperidinyl]Oxy-tert-butyl-dimethyl-monosilane